C12(CC(C1)C2)NC(CN2C(C(=CC=C2)NC([C@H](CCC(C(=O)NCC)=O)NC(=O)C2=NC=NS2)=O)=O)=O (S)-N1-(1-(2-(Bicyclo[1.1.1]pentan-1-ylamino)-2-oxoethyl)-2-oxo-1,2-dihydropyridin-3-yl)-N6-ethyl-5-oxo-2-(1,2,4-thiadiazol-5-carboxamido)hexandiamid